(phenanthren-9-yl)-(1,1':2',1''-terphenyl-4'-yl)-(9,9-dimethylfluoren-2-yl)amine C1=CC=CC=2C3=CC=CC=C3C(=CC12)N(C1=CC=2C(C3=CC=CC=C3C2C=C1)(C)C)C=1C=C(C(=CC1)C1=CC=CC=C1)C1=CC=CC=C1